CSC1=NC(=CC(=N1)C=1NC=CC1)C(F)(F)F 2-(methylthio)-4-(1H-pyrrol-2-yl)-6-(trifluoromethyl)pyrimidine